ClC1=C2CC(CC2=CC(=C1)Cl)=O 4,6-dichloro-1,3-dihydro-2H-inden-2-one